2-((tert-butoxycarbonyl)amino)-4-methoxycyclohexane-1-carboxylate C(C)(C)(C)OC(=O)NC1C(CCC(C1)OC)C(=O)[O-]